(R)-3-((5-chloro-1H-indol-2-yl)methyl)-1-(1-(3,3-difluorocyclobutane-1-carbonyl)piperidin-3-yl)-1-methylurea ClC=1C=C2C=C(NC2=CC1)CNC(N(C)[C@H]1CN(CCC1)C(=O)C1CC(C1)(F)F)=O